N-((3-chloro-4-fluorophenyl)(5-methyl-4-(methylsulfonyl)-1H-imidazol-2-yl)methyl)benzo[d]thiazol-2-amine ClC=1C=C(C=CC1F)C(NC=1SC2=C(N1)C=CC=C2)C=2NC(=C(N2)S(=O)(=O)C)C